COC1=CC=C(CN(S(=O)(=O)C2(CC2)COC=2C=CN=C3C=C(C(N(C23)C)=O)C(=O)NCC2=CC=C(C=C2)Cl)CC2=CC=C(C=C2)OC)C=C1 8-((1-(N,N-bis(4-methoxybenzyl)sulfamoyl)cyclopropyl)methoxy)-N-(4-chlorobenzyl)-1-methyl-2-oxo-1,2-dihydro-1,5-naphthyridine-3-carboxamide